BrC1=CC=2C3=C(C(NC2C=C1F)=O)OCC([C@@H](N3)C3CC3)(F)F (2S)-10-bromo-2-cyclopropyl-3,3,9-trifluoro-1,2,4,7-tetrahydro-[1,4]oxazepino[2,3-c]quinolin-6-one